7-(3,6-dihydro-2H-pyran-4-yl)imidazo[1,2-c]pyrimidine O1CCC(=CC1)C1=CC=2N(C=N1)C=CN2